C(C(C)C)OC1=CC=C(C=C1)C(CC(=O)[O-])C(=O)[O-] 4-isobutoxybenzenesuccinate